styreneaconitic acid C(=CC1=CC=CC=C1)C(C(=CC(=O)O)C(=O)O)C(=O)O